(R)-N-((1-(6-((4-cyclopentylpyridin-2-yl)amino)-3-methylpyridin-2-carbonyl)-5,5-difluoropiperidin-2-yl)methyl)acetamide C1(CCCC1)C1=CC(=NC=C1)NC1=CC=C(C(=N1)C(=O)N1[C@H](CCC(C1)(F)F)CNC(C)=O)C